4-normal butylbenzaldehyde C(CCC)C1=CC=C(C=O)C=C1